(5-(5-hydroxypentyl)-2-methyl-4-oxoquinazolin-3(4H)-yl)piperidine-2,6-dione OCCCCCC1=C2C(N(C(=NC2=CC=C1)C)N1C(CCCC1=O)=O)=O